1-(1-methoxyisoquinolin-5-yl)-5-(trifluoromethyl)-1H-pyrazol-4-amine COC1=NC=CC2=C(C=CC=C12)N1N=CC(=C1C(F)(F)F)N